C1(CC1)C1=C(C=C(C=C1)[C@@H](NC(=O)[C@H]1N(C[C@@H](C1)F)C(CC=1N(C2=CC=CC=C2C1)C)=O)C1=CC=CC=C1)F (2S,4R)-N-[(S)-(4-cyclopropyl-3-fluorophenyl)(phenyl)methyl]-4-fluoro-1-[2-(1-methyl-1H-indol-2-yl)acetyl]pyrrolidine-2-carboxamide